CN1N=C(C=C1)C(=C)C1=CC=CC=C1 1-methyl-3-(1-phenylvinyl)-1H-pyrazole